C12CCC(CC1)N2C(=O)C=2N=C(SC2)C(=O)N(C)CC(C)(C)O 4-((1S,4S)-7-azabicyclo[2.2.1]heptane-7-carbonyl)-N-(2-hydroxy-2-methylpropyl)-N-methylthiazole-2-carboxamide